(2-chloroethyl)piperidine hydrochloride Cl.ClCCN1CCCCC1